N-(4-bromopyridin-2-yl)-3-[3-(hydroxymethyl)-4-methylpiperazin-1-yl]propanamide BrC1=CC(=NC=C1)NC(CCN1CC(N(CC1)C)CO)=O